C1=C([C@H]([C@@H]([C@H]([C@H]1[NH2+][C@H]2[C@@H]([C@@H]([C@H]([C@@H]([C@H]2O)O)O)CO)O)O)O)O)CO The molecule is a secondary ammonium ion resulting from the protonation of the amino group of validoxylamine B; major species at pH 7.3. It is a conjugate base of a validoxylamine B.